NC1=C2C(=NC=N1)NN=C2C2=CC=C1C=C(NC1=C2)C(=O)NC 6-(4-amino-1H-pyrazolo[3,4-d]pyrimidin-3-yl)-N-methyl-1H-indole-2-carboxamide